2-((2-methyl-6-(3-methyl-4-(((4-(pyridin-3-yl)pyrimidin-2-yl)amino)methyl)isoxazol-5-yl)pyridin-3-yl)carbamoyl)cyclohexane-1-carboxylic acid CC1=NC(=CC=C1NC(=O)C1C(CCCC1)C(=O)O)C1=C(C(=NO1)C)CNC1=NC=CC(=N1)C=1C=NC=CC1